6-{2,8-dimethylimidazo[1,2-b]pyridazin-6-yl}-2H-phthalazin-1-one CC=1N=C2N(N=C(C=C2C)C=2C=C3C=NNC(C3=CC2)=O)C1